C(=O)C1=C2CCN(C2=CC=C1)C=1C=C(C=2N(N1)C(=CN2)C(=O)N[C@H]2[C@@H](CC2)OC)NC 6-(4-formyl-2,3-dihydroindol-1-yl)-N-[(1R,2R)-2-methoxycyclobutyl]-8-(methylamino)imidazo[1,2-b]pyridazine-3-carboxamide